N1(CCOCC1)S(=O)(=O)NC1CCC=2C(=CC=CC12)C(=O)N (morpholine-4-sulfonamido)-2,3-dihydro-1H-indene-4-carboxamide